2-(3-Azetidinylidene)acetonitrile HCl Cl.N1CC(C1)=CC#N